O=C1C2=C(C=NN1COCC[Si](C)(C)C)N(CCC2)C(C(=O)OC)C methyl 2-(5-oxo-6-((2-(trimethylsilyl)ethoxy)methyl)-3,4,5,6-tetrahydropyrido(2,3-d)pyridazin-1(2H)-yl)propanoate